Cl.NC/C(/CN1N=CN(C1=O)CC=1SC(=CC1)C1=C2C=CN=CC2=CC=C1)=C\F 2-[(2E)-2-(aminomethyl)-3-fluoroprop-2-en-1-yl]-4-{[5-(isoquinolin-5-yl)thiophen-2-yl]methyl}-2,4-dihydro-3H-1,2,4-triazol-3-one hydrochloride